4-[(3-{7-bromo-3-[(trifluoromethyl)sulfanyl]-1-benzothiophen-2-yl}prop-2-yn-1-yl)amino]-N-methylbenzamide BrC1=CC=CC=2C(=C(SC21)C#CCNC2=CC=C(C(=O)NC)C=C2)SC(F)(F)F